C1(=CC=CC=C1)C1=CSC=2N=C(N=CC21)C2=NC=CC=C2 5-phenyl-2-(pyridin-2-yl)thieno[2,3-d]pyrimidin